(S)-6-((1-(2,3-Dihydrobenzofuran-4-yl)ethyl)amino)-3-isopropylpyrimidine-2,4(1H,3H)-dione O1CCC2=C1C=CC=C2[C@H](C)NC2=CC(N(C(N2)=O)C(C)C)=O